chloro-2'-fluoro-adenosine Cl[C@@]1([C@](O)([C@H](O)[C@@H](CO)O1)F)N1C=NC=2C(N)=NC=NC12